hydroxyethyl-palmitoyl-hydroxypropyl-palmitamide OCCC(C(C(=O)N)(CCCO)C(CCCCCCCCCCCCCCC)=O)CCCCCCCCCCCCC